tert-Butyl (E)-7-(4-(dimethylamino)-N-methylbut-2-enamido)-3,4-dihydroisoquinoline-2(1H)-carboxylate CN(C/C=C/C(=O)N(C)C1=CC=C2CCN(CC2=C1)C(=O)OC(C)(C)C)C